ClC1=CC(=C(OCC2=CN=CC(=N2)C=2CN(CC2)CC2=NC3=C(N2C[C@H]2OCC2)C=C(C=C3)C(=O)O)C=C1)F 2-[(3-{6-[(4-chloro-2-fluorophenoxy)methyl]pyrazin-2-yl}-2,5-dihydro-1H-pyrrol-1-yl)methyl]-1-{[(2S)-oxetan-2-yl]methyl}-1H-1,3-benzodiazole-6-carboxylic acid